C(C)(C)(C)N1CCC=C1 tert-butyl-dihydro-1H-pyrrole